C(#N)C(C(=O)C1N(C(CC1)=O)CC1=CC=C(C(=O)N)C=C1)=S1CCCC1 4-({2-[2-cyano-2-(1λ4-thiolan-1-ylidene)acetyl]-5-oxopyrrolidin-1-yl}methyl)benzamide